Perfluoro(methyldecalin) C12(C(C(C(C(C1(C(F)(F)F)F)(F)F)(F)F)(F)F)(C(C(C(C2(F)F)(F)F)(F)F)(F)F)F)F